3-(1-(4-chlorobenzyl)-5-isopropyl-3-(neopentylsulfonyl)-1H-indol-2-yl)-2,2-dimethylpropanoic acid ClC1=CC=C(CN2C(=C(C3=CC(=CC=C23)C(C)C)S(=O)(=O)CC(C)(C)C)CC(C(=O)O)(C)C)C=C1